tert-Butyl 4-[(1R)-1-amino-2,2,2-trifluoroethyl]piperidine-1-carboxylate N[C@@H](C(F)(F)F)C1CCN(CC1)C(=O)OC(C)(C)C